[N+](=[N-])=C1C(C(=O)C2=CC=CC=C2)C=CC=C1 diazobenzophenon